FC(C(=O)O)(F)F.CC=1OC2=C(N1)C=CC=C2 2-methylbenzo[d]oxazole trifluoroacetate